C1(CCCC1)OC=1C=C(C=C(C1)C1(CC(C1)C)C1=NN=CN1C)N1C(C2=CC(=CC(=C2C1)C(F)(F)F)CNC1(CCC1)C)=O 2-(3-(cyclopentyloxy)-5-((1s,3s)-3-methyl-1-(4-methyl-4H-1,2,4-triazol-3-yl)-cyclobutyl)phenyl)-6-(((1-methylcyclobutyl)amino)methyl)-4-(trifluoromethyl)isoindolin-1-one